ClC1=NC=CC(=C1O)Cl 2,4-Dichloropyridine-3-ol